(R)-1-cyclopropyl-N-(1-methylcyclopropyl)-4-((2-methylthiazol-5-yl)methyl)-5-oxo-1,2,4,5-tetrahydroimidazo[1,2-a]quinazoline-7-sulfonamide C1(CC1)[C@@H]1CN=C2N1C1=CC=C(C=C1C(N2CC2=CN=C(S2)C)=O)S(=O)(=O)NC2(CC2)C